C(C)(=O)ON=C(C=CC1=CC=C(C=C1)OC)C1=CC=CC=C1 3-(4-methoxyphenyl)-1-phenylpropan-2-en-1-one O-acetyloxime